tri-(ethylphenyl) phosphate P(=O)(OC1=C(C=CC=C1)CC)(OC1=C(C=CC=C1)CC)OC1=C(C=CC=C1)CC